FC1(CCC(CC1)N1N=C(C=C1C)N)F 1-(4,4-difluorocyclohexyl)-5-methyl-1H-pyrazol-3-amine